10-(2-(naphthalen-2-yl)indolizin-3-yl)-10H-phenothiazine C1=C(C=CC2=CC=CC=C12)C=1C=C2C=CC=CN2C1N1C2=CC=CC=C2SC=2C=CC=CC12